O=C1C(=C(C=NN1COCC[Si](C)(C)C)N1C[C@H]2N(CCC[C@H]2C1)C(=O)OC(C)(C)C)C(F)(F)F tert-butyl (4aS,7aS)-6-[6-oxo-5-(trifluoromethyl)-1-[[2-(trimethylsilyl)ethoxy]methyl]-1,6-dihydropyridazin-4-yl]-octahydro-1H-pyrrolo[3,4-b]pyridine-1-carboxylate